3-(3-((1H-pyrazol-3-yl)amino)-2,5-dioxo-2,5-dihydro-1H-pyrrol-1-yl)piperidine-2,6-dione N1N=C(C=C1)NC=1C(N(C(C1)=O)C1C(NC(CC1)=O)=O)=O